di(tert-butyl)p-cresol C(C)(C)(C)C1=C(C(=CC=C1C)O)C(C)(C)C